ClC1=C(C(=CC=C1Cl)OC)C1CC(N(CC1)C(=O)[C@@H]1N(C(OC1)(C)C)C(=O)OC(C)(C)C)C=O tert-butyl (4R)-4-[4-(2,3-dichloro-6-methoxyphenyl)-2-formylpiperidine-1-carbonyl]-2,2-dimethyl-1,3-oxazolidine-3-carboxylate